methylene-1-cyclopropylpyrimidine-2,4,6(1H,3H,5H)-trione C=C1C(NC(N(C1=O)C1CC1)=O)=O